(R)-1-(2-hydroxy-4,6-dimethylphenyl)-2-naphthonitrile OC1=C(C(=CC(=C1)C)C)C1=C(C=CC2=CC=CC=C12)C#N